CC1(C2=CC=CC=C2N(C=2C=CC=CC12)C1(CC=C(C=C1C#N)C=1C(=CC=CC1)C1=CC=C(C=C1)N1C=2C=CC=CC2C(C2=CC=CC=C12)(C)C)C#N)C 4,4''-bis(9,9-dimethylacridin-10(9H)-yl)-[1,1':2',1''-terphenyl]-4,5-dicarbonitrile